C(C)(C)(C)OC(=O)N[C@H](C(=O)O)CC(=O)C1=C(C=CC=C1)NC (S)-2-((tert-butoxycarbonyl)amino)-4-(2-(methylamino)phenyl)-4-oxobutanoic acid